4,7-Bis[5-(2,6-dimethylphenyl)-2-thienyl]benzo[c]1,2,5-thiadiazol CC1=C(C(=CC=C1)C)C1=CC=C(S1)C1=CC=C(C2=NSN=C21)C=2SC(=CC2)C2=C(C=CC=C2C)C